6-[2-(2,4-difluorophenyl)-6-(hydroxymethyl)-4,5,6,7-tetrahydropyrazolo[1,5-a]pyrimidin-3-yl]-2-(2-methylphenyl)pyridazin-3(2H)-one FC1=C(C=CC(=C1)F)C1=NN2C(NCC(C2)CO)=C1C=1C=CC(N(N1)C1=C(C=CC=C1)C)=O